8,9-Difluoro-1-(((R)-1-(4-methoxyphenyl)ethyl)(methyl)amino)-1,5-dihydro-2H-pyrano[3,4-c]isoquinolin-6(4H)-one FC=1C(=CC=2C3=C(NC(C2C1)=O)COCC3N(C)[C@H](C)C3=CC=C(C=C3)OC)F